(E)-(4-fluorostyryl)(phenyl)silane FC1=CC=C(/C=C/[SiH2]C2=CC=CC=C2)C=C1